4-bromo-2,6-dichloro-aniline BrC1=CC(=C(N)C(=C1)Cl)Cl